FC1=C(C=CC=C1)S(=O)(=O)NC=1C=C(C=NC1OC)C=1C=C2C(=NC=NC2=CC1)N1[C@@H](CN(C[C@@H]1C)C(=O)OC(C)(C)C)C Tert-butyl (3R,5S)-4-(6-(5-((2-fluorophenyl)sulfonamido)-6-methoxypyridin-3-yl)quinazolin-4-yl)-3,5-dimethylpiperazine-1-carboxylate